(-)-3-Methyl-4-((3-((4-methylphenyl)sulfonamido)benzofuran-2-yl)(p-tolyl)methyl)-1-phenyl-1H-pyrazol-5-yl acetate C(C)(=O)OC1=C(C(=NN1C1=CC=CC=C1)C)C(C1=CC=C(C=C1)C)C=1OC2=C(C1NS(=O)(=O)C1=CC=C(C=C1)C)C=CC=C2